3-azido-2-oxopropanal N(=[N+]=[N-])CC(C=O)=O